[Si](C1=CC=CC=C1)(C1=CC=CC=C1)(C(C)(C)C)OC1C[C@H]2C([C@H]2C1)C(=O)O (1R,5S,6R)-3-[(tert-butyldiphenylsilyl)oxy]bicyclo[3.1.0]hexane-6-carboxylic acid